(S)-5-[2-(difluoromethoxy)-4,4,4-trifluoro-butoxy]-3-methyl-N-(4-methyl-1,1-dioxo-thian-4-yl)imidazo[4,5-b]pyridine-2-carboxamide FC(O[C@H](COC1=CC=C2C(=N1)N(C(=N2)C(=O)NC2(CCS(CC2)(=O)=O)C)C)CC(F)(F)F)F